2'-(2-ethoxyethoxy)-2-(3-methoxy-5-(1H-pyrazol-1-yl)phenoxy)-3,4'-bipyridine C(C)OCCOC1=NC=CC(=C1)C=1C(=NC=CC1)OC1=CC(=CC(=C1)N1N=CC=C1)OC